Ethyl (R)-3-((6-bromopyridin-3-yl)oxy)-2-hydroxypropanoate BrC1=CC=C(C=N1)OC[C@H](C(=O)OCC)O